CC1=C(C(=O)NC2(CC2)C2=C3C=CC=NC3=CC(=C2)C#CC)C=C(C=C1)OCC1N(CC1)C 2-Methyl-5-((1-methylazetidin-2-yl)methoxy)-N-(1-(7-(prop-1-yn-1-yl)quinolin-5-yl)cyclopropyl)benzamide